5-(cyanoethynyl)pyrimidine-2-carboxylic acid C(#N)C#CC=1C=NC(=NC1)C(=O)O